3-(5-(Furan-2-yl)-1H-pyrazol-3-yl)pyridin-2-amine O1C(=CC=C1)C1=CC(=NN1)C=1C(=NC=CC1)N